N-(2,4-dichlorobenzyl)-5-oxopyrrolidine ClC1=C(CN2CCCC2=O)C=CC(=C1)Cl